(2S)-4-hydroxypyrrolidine-1,2-dicarboxylic acid O2-benzyl ester O1-tert-butyl ester C(C)(C)(C)OC(=O)N1[C@@H](CC(C1)O)C(=O)OCC1=CC=CC=C1